dichloro-Ruthenium Cl[Ru]Cl